N-(3-amino-4-isopropylphenyl)-N-ethylacetamide NC=1C=C(C=CC1C(C)C)N(C(C)=O)CC